1-amino-5-(hydroxymethyl)-2-methoxypyridin-1-ium N[N+]1=C(C=CC(=C1)CO)OC